CC1=CC=C(S1)N1C(=NN=C1C=1SC=CN1)C1CC(C1)NC(=O)C1=NC=CC=C1 N-((1r,3r)-3-(4-(5-methylthiophene-2-yl)-5-(thiazol-2-yl)-4H-1,2,4-triazol-3-yl)cyclobutyl)pyridineamide